tert-Butyl N-[(1R)-5-[5-[(5R)-5-[(tert-butoxycarbonyl)amino]-5,6,7,8-tetrahydro naphthalen-1-yl]-hexahydropyrrolo[3,4-c]pyrrol-2-yl]-1,2,3,4-tetrahydronaphthalen-1-yl]carbamate C(C)(C)(C)OC(=O)N[C@H]1C=2C=CC=C(C2CCC1)N1CC2C(C1)CN(C2)C2=C1CCC[C@H](C1=CC=C2)NC(OC(C)(C)C)=O